3-amino-2-methyl-2,3-dihydrothiophene-1,1-dioxide NC1C(S(C=C1)(=O)=O)C